CC1CC(CC(C1)(C)C)O 3,5,5-trimethyl-cyclohexanol